N=C1CC(=CC=C1)C1=CC=CC=C1 3'-iminobiphenyl